OC(C)(C)C1=C(C(=O)O)C=CC=C1 2-(1-hydroxy-1-methylethyl)benzoic acid